(dibenzothiophenylphenyl)(dimethyl-fluorenyl)(spirobifluorenyl)amine C1(=CC=CC=2SC3=C(C21)C=CC=C3)C3=C(C=CC=C3)N(C=3C2(C1=CC4=CC=CC=C4C1=CC3)C=CC=C3C1=CC=CC=C1C=C32)C3=C(C(=CC=2C1=CC=CC=C1CC32)C)C